The molecule is an N-acyl amino acid that is N-(2,6-dichlorobenzoyl)alanine in which one of the hydrogens at the beta position has been replaced by a N 6-(2,6-dimethoxyphenyl)-2-naphthyl group. It is a member of naphthalenes, a dichlorobenzene, a N-acyl-amino acid and a non-proteinogenic amino acid derivative. It contains a 2,6-dichlorobenzoyl group. COC1=C(C(=CC=C1)OC)C2=CC3=C(C=C2)C=C(C=C3)CC(C(=O)O)NC(=O)C4=C(C=CC=C4Cl)Cl